NC=1C=C(C=CC1N(CC)C1CCCCC1)C1(CCC1)C#N 1-[3-amino-4-[cyclohexyl-(ethyl)amino]phenyl]cyclobutane-1-carbonitrile